(S)-N-[(3-cyanophenyl)methylidene]-2-methylpropane-2-sulfinamide C(#N)C=1C=C(C=CC1)C=N[S@@](=O)C(C)(C)C